oxygen aluminum scandium [Sc].[Al].[O]